(2-Methoxymethylethoxy)propanol CC(CO)OCC(C)OC